6-chloro-7-pyrimidin-4-yl-1H-indole-3-sulfonyl chloride ClC1=CC=C2C(=CNC2=C1C1=NC=NC=C1)S(=O)(=O)Cl